4-[(2R)-3-(3,4-dihydro-1H-isoquinolin-2-yl)-2-hydroxypropyl]-8-[1-(4-hydroxy-1-piperidinyl)ethyl]-2,3-dihydro-1,4-benzoxazepin-5-one C1N(CCC2=CC=CC=C12)C[C@H](CN1CCOC2=C(C1=O)C=CC(=C2)C(C)N2CCC(CC2)O)O